9-(4-chloro-2-fluorophenyl)-2,3-dimethyl-4H-pyrazino[1,2-a]pyrimidin-4-one ClC1=CC(=C(C=C1)C1=NC=CN2C1=NC(=C(C2=O)C)C)F